(3S,5S)-3-((6-aminopyridazin-3-yl)methyl)-5-(trifluoromethyl)pyrrolidin-2-one NC1=CC=C(N=N1)C[C@H]1C(N[C@@H](C1)C(F)(F)F)=O